4-phenyl-tert-butylphenyl-1,2,4-triazole C1(=CC=CC=C1)N1C(=NN=C1C(C)(C)C)C1=CC=CC=C1